C(=O)(O)CNCC(=O)O 2-(carboxymethyl-amino)acetic acid